Cl.CN(C=1SC2=C(N1)SC(=N2)C2=C(C=C(C=C2)C=2C=NNC2)O)C2CC(NC(C2)(C)C)(C)C 2-{5-[methyl(2,2,6,6-tetramethylpiperidin-4-yl)amino][1,3]thiazolo[5,4-d][1,3]thiazol-2-yl}-5-(1H-pyrazol-4-yl)phenol hydrochloride